Cl.ClC1=CC(=C(COC2=NC=3CNCCC3C=C2)C=C1)F 2-((4-chloro-2-fluorobenzyl)oxy)-5,6,7,8-tetrahydro-1,7-naphthyridine hydrochloride